ClC1=NC(=CC=C1NC(C1=CC(=CC(=C1)C)C)=O)Cl N-(2,6-dichloropyridin-3-yl)-3,5-dimethylbenzamide